NC1=NC=C(C=N1)C(=O)NC1=NC=2C(=C(C=CC2C=2N1CCN2)OCCCN2CCN(CC2)C(=O)OC2=C(C=CC=C2)CC(=O)OC(C)(C)C)OC 2-(2-(tert-butoxy)-2-oxoethyl)phenyl 4-(3-((5-(2-aminopyrimidine-5-carboxamido)-7-methoxy-2,3-dihydroimidazo[1,2-c]quinazolin-8-yl)oxy)propyl)piperazine-1-carboxylate